{3-[({1-isopropyl-5-[3-(2-methoxyphenyl)propyl]-1H-pyrrole-2-yl}carbonyl)amino]-4-(trifluoromethyl)Phenyl}acetic acid C(C)(C)N1C(=CC=C1CCCC1=C(C=CC=C1)OC)C(=O)NC=1C=C(C=CC1C(F)(F)F)CC(=O)O